CO[Si](C1=CC=C(N)C=C1)(OC)OC 4-(trimethoxysilyl)-aniline